4-(3-((5-benzyl-4,5-dihydro-1H-imidazol-2-yl)thio)propyl)pyridine C(C1=CC=CC=C1)C1CN=C(N1)SCCCC1=CC=NC=C1